N-[4-({1-[2-(2,6-dioxopiperidin-3-yl)-1-oxo-2,3-dihydro-1H-isoindol-4-yl]-4,7,10-trioxa-1-azadodecan-12-yl}oxy)phenyl]acetamide O=C1NC(CCC1N1C(C2=CC=CC(=C2C1)NCCOCCOCCOCCOC1=CC=C(C=C1)NC(C)=O)=O)=O